N-[[4-amino-7-(1H-pyrazol-3-yl)-1H-imidazo[4,5-c]quinolin-2-yl]methyl]-N-ethylacetamide NC1=NC=2C=C(C=CC2C2=C1N=C(N2)CN(C(C)=O)CC)C2=NNC=C2